N2-(5-chloro-7-morpholinobenzo[c][1,2,5]oxadiazol-4-yl)-N5-methyl-1,3,4-thiadiazole-2,5-diamine ClC1=C(C=2C(=NON2)C(=C1)N1CCOCC1)NC=1SC(=NN1)NC